4-(3-((2,6-dioxopiperidin-3-yl)amino)benzyl)-N-(4-(((5-(((S)-1-hydroxybutan-2-yl)amino)-3-isopropylpyrazolo[1,5-a]pyrimidin-7-yl)amino)methyl)phenyl)piperazine-1-carboxamide O=C1NC(CCC1NC=1C=C(CN2CCN(CC2)C(=O)NC2=CC=C(C=C2)CNC2=CC(=NC=3N2N=CC3C(C)C)N[C@H](CO)CC)C=CC1)=O